NC1=C(C2=C(N=C(N=C2)C)N1C1=C2C=NN(C2=CC(=C1C)F)C1OCCCC1)C#N 6-amino-7-(6-fluoro-5-methyl-1-tetrahydropyran-2-yl-indazol-4-yl)-2-methyl-pyrrolo[2,3-d]pyrimidine-5-carbonitrile